ClC1=NC=C(C(=C1C=O)F)Cl 2,5-dichloro-4-fluoropyridine-3-carbaldehyde